2,4,6-trihydroxybenzenecarbamic acid OC1=C(C(=CC(=C1)O)O)NC(=O)O